C(C)OC(=O)C=1N=NN(C1)CC=1SC=2CN(CCC2N1)C(=O)OC(C)(C)C tert-Butyl 2-((4-(ethoxycarbonyl)-1H-1,2,3-triazol-1-yl)methyl)-6,7-dihydrothiazolo[5,4-c]pyridine-5(4H)-carboxylate